C(C)C1=CC=C(N=N1)C=1C=C(C=CC1C)NC(=O)N1C2CC(CC1C2)C N-[3-(6-ethylpyridazin-3-yl)-4-methylphenyl]-3-methyl-6-azabicyclo[3.1.1]heptane-6-carboxamide